ethylimino-[2-(3-ethylsulfonyl-2-pyridinyl)-1,3-benzoxazol-5-yl]-oxo-(trifluoromethyl)-λ6-sulfane C(C)N=S(C(F)(F)F)(=O)C=1C=CC2=C(N=C(O2)C2=NC=CC=C2S(=O)(=O)CC)C1